ClC=1C=2N(C=C(C1)N=C(C1=CC=CC=C1)C1=CC=CC=C1)C=C(N2)C N-{8-chloro-2-methylimidazo[1,2-a]pyridin-6-yl}-1,1-diphenylmethanimine